4-bromo-N-(2-((3-(N-(4-bromophenyl)sulfamoyl)phenyl)amino)-2-oxoethyl)benzamide BrC1=CC=C(C(=O)NCC(=O)NC2=CC(=CC=C2)S(NC2=CC=C(C=C2)Br)(=O)=O)C=C1